difluoromonochlorobromomethane FC(Br)(Cl)F